6-(2-fluoro-3-methoxyphenyl)-N-((1r,3r)-3-(2-methoxyethoxy)cyclobutyl)-2-(1-methyl-1H-imidazol-2-yl)-5-phenylpyrrolo[2,1-f][1,2,4]triazin-4-amine FC1=C(C=CC=C1OC)C=1C(=C2C(=NC(=NN2C1)C=1N(C=CN1)C)NC1CC(C1)OCCOC)C1=CC=CC=C1